ClC1=C(C#N)C(=CC=N1)NC1=CC(=CC=C1)C1CCCC1 2-chloro-4-((3-cyclopentylphenyl)amino)nicotinonitrile